2-[(4S)-8-fluoro-2-[4-(3-methoxyphenyl)piperazin-1-yl]-3-[2-methoxy-5-(trifluoromethyl)phenyl]-4H-quinazolin-4-yl]acetate FC=1C=CC=C2[C@@H](N(C(=NC12)N1CCN(CC1)C1=CC(=CC=C1)OC)C1=C(C=CC(=C1)C(F)(F)F)OC)CC(=O)[O-]